(S)-2-((6-chloro-2,3,4,9-tetrahydro-1H-pyrido[3,4-b]indol-1-yl)methylene)propane-1,3-diol ClC=1C=C2C3=C(NC2=CC1)[C@@H](NCC3)C=C(CO)CO